1,2-dihydroxybenzene-4,5-disulfonic acid OC1=C(C=C(C(=C1)S(=O)(=O)O)S(=O)(=O)O)O